C(C)(=O)C1=NN(C2=CC=C(C=C12)C=1C=NC(=NC1)C)CC(=O)N1[C@@H](C[C@](C1)(F)CO[Si](C)(C)C(C)(C)C)C(=O)NC1=NC(=CC=C1)Br (2S,4R)-1-(2-(3-Acetyl-5-(2-methylpyrimidin-5-yl)-1H-indazol-yl)acetyl)-N-(6-bromopyridin-2-yl)-4-(((tert-butyldimethylsilyl)oxy)methyl)-4-fluoropyrrolidine-2-carboxamide